ClC=1C(=NC(=NC1)NC=1C(=NN(C1)C1CC(C1)C#N)C)OCC1CCC(CC1)NC 3-(4-((5-chloro-4-(((1R,4R)-4-(methylamino)cyclohexyl)methoxy)pyrimidin-2-yl)amino)-3-methyl-1H-pyrazol-1-yl)cyclobutane-1-carbonitrile